methyl 2-bromo-2-(4-bromo-3-fluorophenyl)acetate BrC(C(=O)OC)C1=CC(=C(C=C1)Br)F